N-((7-(5-(difluoromethyl)-1,3,4-oxadiazol-2-yl)imidazo[1,2-a]pyridin-2-yl)methyl)-N-(3-fluorophenyl)-4-(pyrimidin-2-yl)piperazine-1-sulfonamide FC(C1=NN=C(O1)C1=CC=2N(C=C1)C=C(N2)CN(S(=O)(=O)N2CCN(CC2)C2=NC=CC=N2)C2=CC(=CC=C2)F)F